FC1=C(C=CC=C1)C1=CNC=2N=CN=C(C21)N2[C@@H](CN(CC2)C(=O)OC(C)(C)C)C tert-butyl (R)-4-(5-(2-fluorophenyl)-7H-pyrrolo[2,3-d]pyrimidin-4-yl)-3-methylpiperazine-1-carboxylate